ClC1=[N+](C2=CC=C(C=C2C=C1C=O)OC)[O-] 2-chloro-6-methoxyquinoline-3-carbaldehyde-N-oxide